1-(oxan-2-yl)-1H-pyrazolo[4,3-d]Pyrimidine-5-carboxylic acid methyl ester COC(=O)C=1N=CC2=C(N1)C=NN2C2OCCCC2